(S)-N-(7-(4-(2-amino-2-cyanoethyl)-3-fluorophenyl)-2,3-dihydro-1H-inden-4-yl)acetamide (S)-2-(chloromethyl)-3-(Methyl-oxetan-2-ylmethyl)-3H-imidazo[4,5-b]pyridine-5-carboxylate ClCC1=NC=2C(=NC(=CC2)C(=O)O)N1[C@H](C1OCC1)C.N[C@@H](CC1=C(C=C(C=C1)C=1C=CC(=C2CCCC12)NC(C)=O)F)C#N